tert-butyl 3-(4-(1-(4-nitrophenyl)piperidin-4-yl)piperazin-1-yl)propanoate [N+](=O)([O-])C1=CC=C(C=C1)N1CCC(CC1)N1CCN(CC1)CCC(=O)OC(C)(C)C